FC1=C(C=CC=2NC(=NC21)C)I 4-fluoro-5-iodo-2-methyl-1H-1,3-benzodiazole